3-Methyl-6-phenyl-[1,2,4]triazolo[4,3-b]pyridazine CC1=NN=C2N1N=C(C=C2)C2=CC=CC=C2